(2S,4r)-4-hydroxy-N-((S)-1-(4-(4-methylthiazol-5-yl)phenyl)ethyl)pyrrolidine-2-carboxamide hydrochloride Cl.O[C@@H]1C[C@H](NC1)C(=O)N[C@@H](C)C1=CC=C(C=C1)C1=C(N=CS1)C